COC=1C=C(C=CC1)OP(=O)(OC1=CC(=CC=C1)OC)CC1=C(C=CC=C1)O 2-(bis(3-methoxyphenyl)phosphonomethyl)-phenol